FC(S(=O)(=O)OC1=C(CN(CC1)C(=O)OC(C)(C)C)C(=O)OCC)(F)F 1-tert-Butyl 3-Ethyl 4-(Trifluoromethylsulfonyloxy)-5,6-dihydropyridine-1,3(2H)-dicarboxylate